ClC(C(OC1[C@H](OC(C)=O)[C@@H](OC(C)=O)[C@H](OC(C)=O)[C@H](O1)COC(C)=O)=N)(Cl)Cl 2,3,4,6-tetra-O-acetyl-D-glucopyranosyl trichloroethanimidate